4'-(cyclopropylamino)-2'-(hydroxymethyl)-7'-(4-morpholinophenyl)spiro[cyclopentane-1,5'-pyrrolo[2,3-d]pyrimidin]-6'(7'H)-one C1(CC1)NC=1C2=C(N=C(N1)CO)N(C(C21CCCC1)=O)C1=CC=C(C=C1)N1CCOCC1